FC(CN1C(=NC2=C1C=C(C=C2)C2=CNC=1N=C(N=C(C12)OC)NC1CCC(CC1)NC(C)=O)C)F N-((1r,4r)-4-((5-(1-(2,2-difluoroethyl)-2-methyl-1H-benzo[d]imidazol-6-yl)-4-methoxy-7H-pyrrolo[2,3-d]pyrimidin-2-yl)amino)cyclohexyl)acetamide